Rac-4-((5aR,6S,7S,8R,8aS)-3-chloro-8,8a-dihydroxy-1-methoxy-7-(morpholinomethyl)-6-phenyl-6,7,8,8a-tetrahydro-5aH-cyclopenta[4,5]furo[3,2-c]pyridin-5a-yl)benzonitrile ClC1=CC2=C(C(=N1)OC)[C@]1([C@@](O2)([C@@H]([C@H]([C@H]1O)CN1CCOCC1)C1=CC=CC=C1)C1=CC=C(C#N)C=C1)O |r|